OC=1C(=NN(C1)[C@@H]1OCCCC1)CN1CCN(CC1)C(=O)OC(C)(C)C |r| (rac)-tert-Butyl 4-[(4-hydroxy-1-tetrahydropyran-2-yl-pyrazol-3-yl)methyl]piperazine-1-carboxylate